7-(6-isopropyl-5-methylpyridin-2-yl)-2-azaspiro[3.5]nonan C(C)(C)C1=C(C=CC(=N1)C1CCC2(CNC2)CC1)C